C(C)NCC(CNCC)O 1,3-diethylamino-2-propanol